S(=O)(=O)(C1=CC=C(C)C=C1)N1C=CC=C1 tosyl-1H-pyrrol